methyl 5'-(bromomethyl)-2'-methoxy-[1,1'-biphenyl]-3-carboxylate BrCC=1C=CC(=C(C1)C1=CC(=CC=C1)C(=O)OC)OC